(methoxy)ethanol COC(C)O